C(C1=CC=CC=C1)C(CC1(CC1)F)(C)NC(=O)C=1C=NC2=C(C=CC=C2C1)F N-[1-benzyl-2-(1-fluorocyclopropyl)-1-methyl-ethyl]-8-fluoro-quinoline-3-carboxamide